C1(CCC1)OC1=C2CCC(N(C2=CC=C1C=1N=NNC1)C(=O)C1CC1)C 5-cyclobutoxy-2-methyl-6-(1H-1,2,3-triazol-4-yl)-3,4-dihydroquinolin-1(2H)-yl(cyclopropyl)methanone